(2R,5S)-N-((S)-1-(2,4-difluorophenyl)-2,2,2-trifluoroethyl)-8-hydroxy-7,9-dioxo-2,3,4,5,7,9,13,13a-octahydro-2,5-methanopyrido[1',2':4,5]pyrazino[2,1-b][1,3]oxazepine-10-carboxamide FC1=C(C=CC(=C1)F)[C@@H](C(F)(F)F)NC(=O)C=1C(C(=C2N(CC3O[C@@H]4CC[C@H](N3C2=O)C4)C1)O)=O